ClC(CC(CC1=CC=C(C=C1)CC([SiH3])CC(Cl)(Cl)Cl)[SiH3])(Cl)Cl 1,4-Bis(trichloroethyl-silylethyl)benzene